C(CCCCCCCCC)(=O)[O-].NCC(=O)O.[Na+] sodium glycine decanoate